methyl 1-(bicyclo[1.1.1]pent-1-yl)-4-hydroxy-6-oxo-1,6-dihydropyridine-3-carboxylate C12(CC(C1)C2)N2C=C(C(=CC2=O)O)C(=O)OC